O.CC1=CC=C(C=C1)S(=O)(=O)O para-toluenesulfonic acid-hydrate